5-(2,6-dimethylphenyl)-9,9-dioxo-18-(1-piperidyl)-2-oxa-9λ6-thia-6,8,15,23-tetrazatetracyclo[15.3.1.13,7.110,14]tricosa-1(21),3,5,7(23),10(22),11,13,17,19-nonaen-16-one CC1=C(C(=CC=C1)C)C=1C=C2OC=3C=CC(=C(C(NC4=CC=CC(S(NC(N1)=N2)(=O)=O)=C4)=O)C3)N3CCCCC3